Methyl 2-((((4aR,6R,7R,7aR)-7-acetoxy-6-(4-aminopyrrolo[2,1-f][1,2,4]triazin-7-yl)-6-cyano-2-oxidotetrahydro-4H-furo[3,2-d][1,3,2]dioxaphosphinin-2-yl)oxy)methyl)benzoate C(C)(=O)O[C@H]1[C@](O[C@H]2[C@H]1OP(OC2)(=O)OCC2=C(C(=O)OC)C=CC=C2)(C#N)C2=CC=C1C(=NC=NN12)N